(Z)-4-(2-hydroxy-3-methoxyphenyl)-3-(3-hydroxy-4-methoxybenzylidene)dihydrofuran-2(3H)-one OC1=C(C=CC=C1OC)C1/C(/C(OC1)=O)=C/C1=CC(=C(C=C1)OC)O